methyl 3-(5-chloro-2-methoxyphenyl)isonicotinate ClC=1C=CC(=C(C1)C1=C(C(=O)OC)C=CN=C1)OC